3-Methyl-heptadien CC(C=C)=CCCC